C(C1=CC=CC=C1)(C1=CC=CC=C1)N1CCN(CC1)CCN 2-(4-Benzhydrylpiperazin-1-yl)ethan-1-amine